CC1=C(C=C(C=C1)N)Cl The molecule is a monochloroaniline that is p-toluidine in which one of the hydrogens that is meta to the amino group is replaced by a chlorine. It has a role as an avicide. It is a chloroaniline and a member of monochlorobenzenes. It derives from a p-toluidine.